2-[4-bromo-2-(2-bromoethoxy)phenyl]8-chloro-chromen-4-one BrC1=CC(=C(C=C1)C=1OC2=C(C=CC=C2C(C1)=O)Cl)OCCBr